C1(CCCCC1)C[C@H](C(=O)N1CC2(CCCC2)C(CC1)(O)CN1C(=NC2=CC=CC=C2C1=O)C)C 3-((7-((R)-3-Cyclohexyl-2-methylpropanoyl)-10-hydroxy-7-azaspiro[4.5]decan-10-yl)methyl)-2-methylquinazolin-4(3H)-one